5-(9-bromo-7-(3-iodophenyl)-2,7-dimethyl-8-oxononan-2-yl)oxazolidin-2-one BrCC(C(CCCCC(C)(C)C1CNC(O1)=O)(C)C1=CC(=CC=C1)I)=O